1'-C-Cyano-4'-C-(fluoromethyl)uridine C(#N)[C@@]1([C@H](O)[C@H](O)[C@@](CO)(O1)CF)N1C(=O)NC(=O)C=C1